3-chloro-6-(2-chloro-4-fluorophenyl)-1-ethyl-5-(2-methyl-1-propenyl)pyridin-2(1H)-one ClC=1C(N(C(=C(C1)C=C(C)C)C1=C(C=C(C=C1)F)Cl)CC)=O